(2RS)-1-methoxypropane-2-amine COC[C@@H](C)N |r|